CC1(OC(C=2C(=C3C4=C(C(OC3=CC2CCCCC)(C)C)C=CC(=C4)C)O1)=O)C=C(C)C 2,8,8,11-Tetramethyl-2-(2-methylprop-1-en-1-yl)-5-pentyl-4H,8H-benzo[c][1,3]dioxino[4,5-f]chromen-4-on